CC1=CC=C(C=C1)S(=O)(=O)OCCOCCOCC1=CC=CC=C1 2-[2-(benzyloxy)ethoxy]ethyl 4-methylbenzenesulfonate